C(C)N(S(=O)(=O)C=1C=NC=C(C(=O)N)C1)C(C(F)(F)F)C1=CC=C(C=C1)F 5-(N-ethyl-N-(2,2,2-trifluoro-1-(4-fluorophenyl)ethyl)sulfamoyl)nicotinamide